COC=1C=COC1 4-methoxyfurane